(1R,2R,3S)-N,2,3-trimethyl-3-((6-(1-methyl-1H-pyrazol-4-yl)pyrazolo[1,5-a]pyrazin-4-yl)oxy)cyclobutan-1-amine CN[C@H]1[C@H]([C@](C1)(OC=1C=2N(C=C(N1)C=1C=NN(C1)C)N=CC2)C)C